O1CCC(=CC1)C1=CC=C(C=N1)C1=NN(C2=CC=C(C=C12)OC(C)C1=C2C(=NC=C1F)N(C=C2)C(=O)OC(C)(C)C)C2OCCCC2 tert-butyl 4-(1-((3-(6-(3,6-dihydro-2H-pyran-4-yl) pyridin-3-yl)-1-(tetrahydro-2H-pyran-2-yl)-1H-indazol-5-yl) oxy) ethyl)-5-fluoro-1H-pyrrolo[2,3-b]pyridine-1-carboxylate